O=C1NC(CCC1N1C(C2=CC=CC(=C2C1)SCCCCCCN1CCC(CC1)C1=CC=C(C(=O)N2CCC(CC2)CCCCNC(\C=C\C=2C=NC=CC2)=O)C=C1)=O)=O (E)-N-(4-(1-(4-(1-(6-((2-(2,6-dioxopiperidin-3-yl)-1-oxoisoindolin-4-yl)thio)hexyl)piperidin-4-yl)benzoyl)piperidin-4-yl)butyl)-3-(pyridin-3-yl)acrylamide